2-methyl-5-(7-(1-methyl-1H-pyrazol-4-yl)quinazolin-4-yl)-4-phenylthiazole CC=1SC(=C(N1)C1=CC=CC=C1)C1=NC=NC2=CC(=CC=C12)C=1C=NN(C1)C